DI-SODIUM STEAROYL GLUTAMATE N[C@@H](CCC(=O)[O-])C(=O)OC(CCCCCCCCCCCCCCCCC)=O.[Na+].[Na+].C(CCCCCCCCCCCCCCCCC)(=O)OC([C@@H](N)CCC(=O)[O-])=O